2-[(3R)-5,5-difluoro-1-(1H-imidazole-1-carbonyl)piperidin-3-yl]-1λ6,2-thiazolidine-1,1-dione FC1(C[C@H](CN(C1)C(=O)N1C=NC=C1)N1S(CCC1)(=O)=O)F